BrC1=C2OCC(CC3=C(NC(C(S1)=C23)=O)C=O)(F)F 2-bromo-10,10-difluoro-5-oxo-12-oxa-3-thia-6-azatricyclo[6.4.1.04,13]trideca-1,4(13),7-triene-7-carbaldehyde